N-(4-methoxybenzyl)-N-tosylacetamide COC1=CC=C(CN(C(C)=O)S(=O)(=O)C2=CC=C(C)C=C2)C=C1